(5-chloro-2-((1-methyl-5-nitro-1H-imidazol-2-yl)methoxy)phenyl)methylamine ClC=1C=CC(=C(C1)CN)OCC=1N(C(=CN1)[N+](=O)[O-])C